N[C@@H](C(=O)N[C@H](C)[C@@H]1[C@H]2[C@H](C(=C(N2C1=O)C(=O)O)S[C@@H]1CN[C@@H](C1)C(N(C)C)=O)C)CC1=CC=CC=C1 (4R,5S,6R)-6-((R)-1-((R)-2-Amino-3-phenylpropanamido)ethyl)-3-((3S,5S)-5-(dimethylcarbamoyl)pyrrolidin-3-ylthio)-4-methyl-7-oxo-1-azabicyclo[3.2.0]hept-2-ene-2-carboxylic acid